ethyl P-((5-(5-(chlorodifluoromethyl)-1,2,4-oxadiazol-3-yl)pyridin-2-yl)methyl)-N-phenylphosphonamidate ClC(C1=NC(=NO1)C=1C=CC(=NC1)CP(OCC)(=O)NC1=CC=CC=C1)(F)F